[Si](OC=CC)(OC=CC)(OC=CC)OC=CC tetrapropenyl silicate